8,8-dimethyl-6-(N-methylanilino)-7H-xanthene-10-ium-3-ol tetrafluoroborate F[B-](F)(F)F.CC1(CC(=CC=2[O+]=C3C=C(C=CC3=CC12)O)N(C1=CC=CC=C1)C)C